N(=[N+]=[N-])CCCCCCOC1(C2C(N(C(C2=CC=C1[2H])=O)C1C(NC(CC1)=O)=O)=O)[2H] 4-((6-azidohexyl)oxy)-2-(2,6-dioxopiperidin-3-yl)isoindoline-1,3-dione-4,5-d